methyl 6-bromo-3,4-dihydroquinoline-1(2H)-carboxylate BrC=1C=C2CCCN(C2=CC1)C(=O)OC